6-((1R,3S)-3-(1-isopropyl-3-(4-(trifluoromethyl)phenyl)-1H-1,2,4-triazol-5-yl)cyclopentyl)-2-thia-6-azaspiro[3.4]octane 2,2-dioxide C(C)(C)N1N=C(N=C1[C@@H]1C[C@@H](CC1)N1CC2(CS(C2)(=O)=O)CC1)C1=CC=C(C=C1)C(F)(F)F